C(C=C)(=O)N1C[C@@](CC1)(C1=C(C(=CC=C1F)Cl)Cl)NC=1C=C2C(N(C=NC2=C(C1F)F)C)=O 6-[(R)-1-Acryloyl-3-(2,3-dichloro-6-fluorophenyl)-3-pyrrolidinylamino]-7,8-difluoro-3-methyl-3,4-dihydro-4-quinazolinone